methyl-2-(6-methoxy-3-pyridylmethyleneamino)phenylglycine CNC(C1=C(C=CC=C1)N=CC=1C=NC(=CC1)OC)C(=O)O